CC1=CC=C(S1)C(C)N 1-(5-methylthiophen-2-yl)ethan-1-amine